[N-](S(=O)(=O)C(F)(F)F)S(=O)(=O)C(F)(F)F.C[P+](CCCCCCCC)(CCCCCCCC)CCCCCCCC methyltrioctylphosphonium bis(trifluoromethanesulfonyl)imide salt